ClC1=CC=C(C=C1)C=1C(=CC=CC1)C(=O)C1CCN(CC1)C(=O)OC(C)(C)C tert-Butyl 4-(4'-chloro-[1,1'-biphenyl]-2-carbonyl)piperidine-1-carboxylate